[Si](C1=CC=CC=C1)(C1=CC=CC=C1)(C(C)(C)C)N[C@@H](CO)C(=O)N[C@@H](CO)C(=O)O (tert-butyldiphenylsilyl)-L-seryl-L-serine